COC(=O)C1=[N+](C=CN=C1C)[O-] 2-(methoxycarbonyl)-3-methylpyrazine 1-oxide